(2-methoxyethyl)thymidine COCC[C@@]1(C[C@H](O)[C@@H](CO)O1)N1C(=O)NC(=O)C(C)=C1